cyclopropyl-6-(1'-(cyclopropylmethyl)-[1,4'-bipiperidin]-4-yl)-4-fluoro-2-(4-(methylsulfonyl)phenyl)-1H-benzo[d]imidazole C1(CC1)N1C(=NC2=C1C=C(C=C2F)C2CCN(CC2)C2CCN(CC2)CC2CC2)C2=CC=C(C=C2)S(=O)(=O)C